(1r,3r)-3-(5-(5-ethoxypyridin-2-yl)-4-(5-methylthiophene-2-yl)-4H-1,2,4-triazol-3-yl)cyclobutan-1-amine dihydrochloride Cl.Cl.C(C)OC=1C=CC(=NC1)C=1N(C(=NN1)C1CC(C1)N)C=1SC(=CC1)C